1,3-bis[2,6-di(propan-2-yl)phenyl]-4,5-dihydro-1H-imidazol-3-ium chloride [Cl-].CC(C)C1=C(C(=CC=C1)C(C)C)N1C=[N+](CC1)C1=C(C=CC=C1C(C)C)C(C)C